BrC1=CN2C(S1)=C(C=N2)C(=O)NC=2C(=NC=C(C2)NC(CN2CC(CC2)C)=O)C 2-bromo-N-(2-methyl-5-(2-(3-methylpyrrolidin-1-yl)acetamido)pyridin-3-yl)pyrazolo[5,1-b]thiazole-7-carboxamide